CC(CC1=CC1)(C)C 1-(2,2-Dimethylpropyl)-cyclopropene